C[C@]12CC(C[C@](CCC1)(N2)C)N(C2=CC=C(N=N2)C=2C=C1C=CC(=C(C1=CC2O)F)C(=O)NC)C 6-(6-(((1R,3S,5S)-1,5-dimethyl-9-azabicyclo[3.3.1]nonan-3-yl)(methyl)amino)pyridazin-3-yl)-1-fluoro-7-hydroxy-N-methyl-2-naphthamide